(Z)-4-((2-methoxy-5-(3,4,5-trimethoxystyryl)phenyl)amino)-4-oxobutanoic acid COC1=C(C=C(C=C1)\C=C/C1=CC(=C(C(=C1)OC)OC)OC)NC(CCC(=O)O)=O